2-(2-methyl-2H-indazol-5-yl)-7-[(3S)-3-methylpiperazin-1-yl]-4H-pyrido[1,2-a]pyrimidin-4-one CN1N=C2C=CC(=CC2=C1)C=1N=C2N(C(C1)=O)C=C(C=C2)N2C[C@@H](NCC2)C